tert-butyl 4-(5-[[4-cyclopropyl-1-(2,6-dichlorophenyl)-1H-pyrazol-5-yl]methoxy]-3-ethyl-2-azabicyclo[2.2.1]heptan-2-yl)-2-fluorobenzoate C1(CC1)C=1C=NN(C1COC1C2C(N(C(C1)C2)C2=CC(=C(C(=O)OC(C)(C)C)C=C2)F)CC)C2=C(C=CC=C2Cl)Cl